(R)-1-(pyridin-2-yl)ethylamine N1=C(C=CC=C1)[C@@H](C)N